5-cyclopropoxy-3-ethynyl-2-azabicyclo[2.2.1]heptane-2-carboxylate C1(CC1)OC1C2C(N(C(C1)C2)C(=O)[O-])C#C